C(C=C)C1(NC(=NC(=N1)N(CC=C)CC=C)N(CC=C)CC=C)NCC=C 2,N2,N4,N4,N6,N6-hexaallyl-1,3,5-triazine-2,4,6-triamine